2-bromo-1-(4-chloro-2,3-difluorophenyl)ethanone methyl-4-{(1S)-1-[1-(tert-Butoxycarbonyl)piperidin-4-yl]ethyl}-8-fluoro-3,4-dihydro-2H-1,4-benzoxazine-6-carboxylate COC(=O)C=1C=C(C2=C(N(CCO2)[C@@H](C)C2CCN(CC2)C(=O)OC(C)(C)C)C1)F.BrCC(=O)C1=C(C(=C(C=C1)Cl)F)F